Tributyl(5''-fluoro-3,3''-dimethyl-[2,2':5',2''-terthiophen]-5-yl)stannane C(CCC)[Sn](C1=CC(=C(S1)C=1SC(=CC1)C=1SC(=CC1C)F)C)(CCCC)CCCC